tert-Butyl (R)-5-methoxy-4-((2-(4-(methoxycarbonyl)phenyl)piperazin-1-yl)methyl)-7-methyl-1H-indole-1-carboxylate COC=1C(=C2C=CN(C2=C(C1)C)C(=O)OC(C)(C)C)CN1[C@@H](CNCC1)C1=CC=C(C=C1)C(=O)OC